2,2-dimethylolpropionaldehyde C(O)C(C=O)(C)CO